BrC1=CC(=C(C=C1)NC1=C(C2=C(N(C=N2)C)C=C1C(=O)N1CC(C1)(O)[C@H]1N(CCCC1)C(=O)OC(C)(C)C)F)Cl 1,1-Dimethylethyl (2S)-2-[1-({5-[(4-bromo-2-chlorophenyl)amino]-4-fluoro-1-methyl-1H-benzimidazol-6-yl}carbonyl)-3-hydroxyazetidin-3-yl]piperidine-1-carboxylate